C(C)(C)[C@@H]1CC2=C(C3=CC(C(=CN13)C(=O)O)=O)C=C(C(=C2)OCCCOC)OC (6S)-6-Isopropyl-10-methoxy-9-(3-methoxypropoxy)-2-oxo-6,7-dihydrobenzo[a]quinolizine-3-carboxylic acid